sodium hexabromoiridium (III) salt Br[Ir-3](Br)(Br)(Br)(Br)Br.[Na+].[Na+].[Na+]